6-fluoro-N-methyl-5-(1,4-dioxa-8-azaspiro[4.5]decan-8-yl)pyridineamide FC1=C(C=CC(=N1)C(=O)NC)N1CCC2(OCCO2)CC1